4-chlorobenzyl (4-((N,5-dimethyloxazole-4-carboxamido)meth-yl)phenyl)carbamate CN(C(=O)C=1N=COC1C)CC1=CC=C(C=C1)NC(OCC1=CC=C(C=C1)Cl)=O